FC(C=1OC(=NN1)C1=CC(=CC(=C1)F)C=1N(C=CN1)CC=1C(=NN(C1)C)C)F 2-(difluoromethyl)-5-(3-{1-[(1,3-dimethyl-1H-pyrazol-4-yl)methyl]-1H-imidazol-2-yl}-5-fluorophenyl)-1,3,4-oxadiazole